O=C1NC(CCC1N1C(CN(CC1)C1C(CN(CC1)CC(=O)O)(F)F)=O)=O 2-[4-[4-(2,6-dioxo-3-piperidyl)-3-oxo-piperazin-1-yl]-3,3-difluoro-1-piperidyl]acetic acid